BrCC=1SC=C(C1)C(F)(F)F 2-(bromomethyl)-4-(trifluoromethyl)thiophene